selenoacetamide C(C)(=[Se])N